N-(4-(N,N-bis(4-methoxybenzyl)sulfamoyl)-1-(4-methylbenzyl)-1H-indazol-6-yl)-2-(2-chlorophenyl)acetamide COC1=CC=C(CN(S(=O)(=O)C2=C3C=NN(C3=CC(=C2)NC(CC2=C(C=CC=C2)Cl)=O)CC2=CC=C(C=C2)C)CC2=CC=C(C=C2)OC)C=C1